5,6-dihydropyrano[b]pyridin-7-ol O1CC=CC2=C1N=C(CC2)O